N-octadecyl-2-methyl-3-hydroxymethylpyridin-4-one C(CCCCCCCCCCCCCCCCC)N1C(=C(C(C=C1)=O)CO)C